COC=1C=C2C(=NC(=NC2=CC1OC)N1N=CC(=C1)C1=CC=C(C=C1)S(=O)(=O)C)C1=CC=C(C=C1)S(=O)(=O)N1CCN(CC1)C 6,7-dimethoxy-4-(4-((4-methylpiperazin-1-yl)sulfonyl)phenyl)-2-(4-(4-(methylsulfonyl)phenyl)-1H-pyrazol-1-yl)quinazoline